NC=1C(=C(C=C2C=C(N=CC12)NC(=O)[C@@H]1[C@H]([C@H]1C1=CC=NN1)C)C=1C=NC=CC1C)F (1R,2S,3R)-N-(8-amino-7-fluoro-6-(4-methylpyridin-3-yl)isoquinolin-3-yl)2-methyl-3-(1H-pyrazol-5-yl)cyclopropanecarboxamide